FC1=CC=C(C=C1)CCNC(=O)C=1C=2C[C@@H]3[C@H](C2N(N1)C(C)(C)C)C3 (1aR,5aR)-2-tert-Butyl-1a,2,5,5a-tetrahydro-1H-2,3-diaza-cyclopropa[a]pentalene-4-carboxylic acid [2-(4-fluoro-phenyl)-ethyl]-amide